CC1(OC2=C(C1)C=CC=C2OCC(=O)N/N=C/C2=CC(=CC=C2)OC)C (E)-2-((2,2-dimethyl-2,3-dihydrobenzofuran-7-yl)oxy)-N'-(3-methoxybenzylidene)acetohydrazide